(S)-1-(3-(1-((2-ethyl-2H-pyrazolo[3,4-b]pyrazin-6-yl)amino)ethyl)phenyl)-3-(5-methyl-6-(methylamino)pyridin-3-yl)urea C(C)N1N=C2N=C(C=NC2=C1)N[C@@H](C)C=1C=C(C=CC1)NC(=O)NC=1C=NC(=C(C1)C)NC